(R,3S)-N-cyano-N'-((1,2,3,5,6,7-hexahydro-s-indacen-4-yl)carbamoyl)-3-methyl-2,3-dihydropyrazolo[5,1-b]oxazole-7-sulfonimidamide C(#N)N[S@](=O)(=NC(NC1=C2CCCC2=CC=2CCCC12)=O)C=1C=NN2C1OC[C@@H]2C